COC(=O)C=1C(=NC(=C(C1)F)OC)Cl 2-chloro-5-fluoro-6-methoxy-pyridine-3-carboxylic acid methyl ester